N1(N=CC=C1)CC1=CC2=C(C(=NO2)NS(=O)(=O)C=2C=C(C=CC2)N(C2CCN(CC2)C(=O)OC(C)(C)C)C)C(=C1)OC tert-Butyl 4-((3-(N-(6-((1H-pyrazol-1-yl)methyl)-4-methoxybenzo[d]isoxazol-3-yl)sulfamoyl)phenyl)(methyl)amino)piperidine-1-carboxylate